C(C)(C)(C)OC(=O)N(C(=NC(=O)OC(C)(C)C)N)CCN1N=NC(=C1)COC1=CC(=CC=C1)OC 1-[2-(N,N'-di-tert-butoxycarbonylguanidino)ethyl]-4-[(3-methoxyphenoxy)methyl]-1H-1,2,3-triazole